ClC1=NC=C2C(CC(NC2=C1F)=O)=O 7-chloro-8-fluoro-1,6-naphthyridine-2,4(1H,3H)-dione